C1[C@H]2[C@@H]1CC(C2)O cis-bicyclo[3.1.0]hexan-3-ol